2-(isopropylamino)-4-((1s,4s)-4-(pyrrolidine-1-carbonyl)cyclohexylamino)pyrimidine-5-carboxamide C(C)(C)NC1=NC=C(C(=N1)NC1CCC(CC1)C(=O)N1CCCC1)C(=O)N